CC(OC(CCOCCOCCOCCOC=1C=C(C(=O)O)C=CC1)=O)(C)C 3-((14,14-dimethyl-12-oxo-3,6,9,13-tetraoxapentadecyl)oxy)benzoic acid